2-((3S,5R)-3,5-dimethylpiperidine-1-carbonyl)-N-(7-methoxy-1H-benzo[d]imidazol-2-yl)hydrazinecarbothioamide C[C@@H]1CN(C[C@@H](C1)C)C(=O)NNC(NC1=NC2=C(N1)C(=CC=C2)OC)=S